1-(4-(2-methyl-1-phenyl-1H-benzoimidazol-5-yl)phenyl)-3-pentylurea CC1=NC2=C(N1C1=CC=CC=C1)C=CC(=C2)C2=CC=C(C=C2)NC(=O)NCCCCC